9-((2R,3R,5S)-3-((tert-butyldimethylsilyl)oxy)-5-(((4-methoxy-phenyl)diphenylmethoxy)methyl)tetrahydrofuran-2-yl)-2-chloro-9H-purin-6-amine [Si](C)(C)(C(C)(C)C)O[C@H]1[C@@H](O[C@@H](C1)COC(C1=CC=CC=C1)(C1=CC=CC=C1)C1=CC=C(C=C1)OC)N1C2=NC(=NC(=C2N=C1)N)Cl